p-trifluoromethylbenzoyl-hydrazine FC(C1=CC=C(C(=O)NN)C=C1)(F)F